N-(4-((4-(4-fluorophenyl)piperazin-1-yl)sulfonyl)benzyl)-1H-indole-1-carboxamide FC1=CC=C(C=C1)N1CCN(CC1)S(=O)(=O)C1=CC=C(CNC(=O)N2C=CC3=CC=CC=C23)C=C1